C(C)(C)(C)[Si](C)(C)OC=1C(=C2CC[C@](OC2=C(C1C)C)(C)CC\C=C(\CC\C=C(\CCC1OC1(C)C)/C)/C)C tert-butyl(((2S)-2-((3E,7E)-10-(3,3-dimethyloxiran-2-yl)-4,8-dimethyldeca-3,7-dien-1-yl)-2,5,7,8-tetramethylchroman-6-yl)oxy)dimethylsilane